OC(CN1C(C=CC2=C1N=C(N=C2)SC)=O)(C)C 8-(2-hydroxy-2-methyl-propyl)-2-methylsulfanyl-8H-pyrido[2,3-d]pyrimidin-7-one